Cl.Cl.C(CCCC=CC)(=O)O hept-5-enoate dihydrochloride